C=C(CCN1CCOCC1)C(C(CCN1CCOCC1)=C)=C (3,4,5-trimethyleneheptane-1,7-diyl)bis(morpholine)